(R)-2-((N-ethylsulfamoyl)amino)-N-(1-(4-ethynyl-3-oxo-2-phenyl-2,3,7,8,9,10-hexahydrocyclohepta[de]isoquinolin-1-yl)ethyl)pyrazolo[1,5-a]pyrimidine-3-carboxamide C(C)NS(=O)(=O)NC1=NN2C(N=CC=C2)=C1C(=O)N[C@H](C)C=1N(C(C=2C(=CC=C3C2C1CCCC3)C#C)=O)C3=CC=CC=C3